N-(2-((1S,3R)-3-aminocyclopentane-1-carboxamido)ethyl)-4-((3-(1-(cyanomethyl)-3-(trifluoromethyl)-1H-pyrazol-4-yl)imidazo[1,2-a]pyrazin-8-yl)amino)-2-ethylbenzamide N[C@H]1C[C@H](CC1)C(=O)NCCNC(C1=C(C=C(C=C1)NC=1C=2N(C=CN1)C(=CN2)C=2C(=NN(C2)CC#N)C(F)(F)F)CC)=O